C(C)(C)(C)OC(=O)NCC(=O)NCC(=O)N[C@@H]([C@@H](C)CC)C(=O)N[C@@H](CCCNC(N)=O)C(=O)O N-(tert-butoxycarbonyl)glycylglycyl-L-isoleucyl-N5-carbamoyl-L-ornithine